(1-(3-(8-fluoro-5-methyl-1-oxo-1,2-dihydroisoquinolin-3-yl)propanoyl)piperidin-4-oneYl)carbamic acid tert-butyl ester C(C)(C)(C)OC(NC1N(CCC(C1)=O)C(CCC=1NC(C2=C(C=CC(=C2C1)C)F)=O)=O)=O